N-(4-(4-(((2-(2,6-dioxopiperidin-3-yl)-1-oxoisoindolin-4-yl)methyl)(methyl)amino)piperidin-1-yl)-3-(trifluoromethyl)phenyl)-3-(imidazo[1,2-b]pyridazin-3-ylethynyl)-4-methylbenzamide O=C1NC(CCC1N1C(C2=CC=CC(=C2C1)CN(C1CCN(CC1)C1=C(C=C(C=C1)NC(C1=CC(=C(C=C1)C)C#CC1=CN=C2N1N=CC=C2)=O)C(F)(F)F)C)=O)=O